6-(2-(3'-chloro-5'-(trifluoromethyl)-[1,1'-biphenyl]-3-yl)-2-hydroxyacetyl)-2-(1-phenylcyclopropyl)-5,6,7,8-tetrahydropyrido[4,3-d]pyrimidin-4(3H)-one ClC=1C=C(C=C(C1)C(F)(F)F)C1=CC(=CC=C1)C(C(=O)N1CC2=C(N=C(NC2=O)C2(CC2)C2=CC=CC=C2)CC1)O